CN1CCN(CC1)C(COC=1C=CC2=C(N=C(S2)CNC(=O)C2(CC3=CC=CC=C3C2)CC(=O)O)C1)=O 2-[2-[[5-[2-(4-methylpiperazin-1-yl)-2-oxo-ethoxy]-1,3-benzothiazol-2-yl]methylcarbamoyl]indan-2-yl]acetic Acid